C[NH2+]CNC methyl-(methylamino)methyl-ammonium